ClC1=C(C(=C(C=C1OC)OC)Cl)C=1C=2N(C3=CC(=NC=C3C1)C=1C(=CC(=C(C1)NC(C=C)=O)N1C3CC(CC1CC3)O)OC)C=CN2 N-(5-(4-(2,6-dichloro-3,5-dimethoxyphenyl)imidazo[1,2-a][1,6]naphthyridin-8-yl)-2-(3-hydroxy-8-azabicyclo[3.2.1]octan-8-yl)-4-methoxyphenyl)acrylamide